N-[7-(Cyclohex-1-en-1-yl)-1H-pyrrolo[3,2-b]pyridin-3-yl]-5-phenoxy-1H-benzo[d]imidazole-2-amine C1(=CCCCC1)C1=C2C(=NC=C1)C(=CN2)NC2=NC1=C(N2)C=CC(=C1)OC1=CC=CC=C1